FC=1C=CC(=NC1)N1CCC(CC1)(C(=O)N1CCOC2=C(C1)C=NC=C2C#N)OC 4-[1-(5-fluoro-2-pyridyl)-4-methoxy-piperidine-4-carbonyl]-3,5-dihydro-2H-pyrido[3,4-f][1,4]oxazepine-9-carbonitrile